CN([C@H](C)C1=CC=CC=C1)C.COC=1C=C(C(=O)O)C=CC1 3-methoxy-benzoic acid dimethyl-((R)-1-phenylethyl)amine salt